Dodecyl-ethyl-triethoxysilane C(CCCCCCCCCCC)C(C)O[Si](OCC)(OCC)CC